(5R)-3-[6-[(3,3-dimethyl-2H-benzofuran-5-yl)oxy]-3-pyridinyl]-5-ethyl-imidazolidine-2,4-dione CC1(COC2=C1C=C(C=C2)OC2=CC=C(C=N2)N2C(N[C@@H](C2=O)CC)=O)C